3-cyclohexenylmethyl 3-cyclohexenecarboxylate C1(CC=CCC1)C(=O)OCC1CC=CCC1